FC=1C=C(CN2C(=NC=3C2=NC=CC3)CCC(=O)N[C@@H](CC)C3=CC=CC=C3)C=CC1F 3-[3-(3,4-Difluoro-benzyl)-3H-imidazo[4,5-b]pyridin-2-yl]-N-((S)-1-phenyl-propyl)-propionamide